COC=1C=C(C=CC1)NC=1C(C(C1NCC1=NC=CC=C1)=O)=O 3-((3-methoxyphenyl)amino)-4-((pyridin-2-ylmethyl)amino)cyclobut-3-ene-1,2-dione